[1,1'-bicyclohexyl]-4,4'-dicarboxylic acid C1(CCC(CC1)C(=O)O)C1CCC(CC1)C(=O)O